[6-(3-cyclopropyl-1H-1,2,4-triazol-5-yl)-2-azaspiro[3.3]heptan-2-yl]-[3-[3-[5-[1-(trifluoromethyl)cyclopropyl]-1,3,4-thiadiazol-2-yl]-1-bicyclo[1.1.1]pentanyl]azetidin-1-yl]methanone C1(CC1)C1=NNC(=N1)C1CC2(CN(C2)C(=O)N2CC(C2)C23CC(C2)(C3)C=3SC(=NN3)C3(CC3)C(F)(F)F)C1